(5R)-4-chloro-8,8-difluoro-5-methyl-5,6,7,8-tetrahydroquinoline ClC1=CC=NC=2C(CC[C@H](C12)C)(F)F